ClC=1C=C(C=C(C1)Cl)C(C)=NO (3,5-dichlorophenyl)ethanone oxime